CC1CCC(CC1)CCC(=O)O 3-(4-methylcyclohexyl)propionic acid